[Cl-].C(=O)(O)CC(C[N+](C)(C)C)O L-3-carboxyl-2-hydroxy-N,N,N-trimethylpropylammonium chloride